C(C)C=1SC=C(C1N(C(=O)N)S(N(C1CCOCC1)C=1C=NN(C1)C)(=O)=O)CC (2,4-diethylthiophen-3-yl)-1-[(1-methyl-1H-pyrazol-4-yl)(oxan-4-yl)sulfamoyl]urea